(S)-6,6-dimethyl-N-(5-methyl-4-oxo-2,3,4,5-tetrahydrobenzo[b][1,4]oxazepin-3-yl)-4,5,6,7-tetrahydro-1H-indazole-3-carboxamide CC1(CCC=2C(=NNC2C1)C(=O)N[C@@H]1C(N(C2=C(OC1)C=CC=C2)C)=O)C